7-[3-(hydroxymethyl)indolin-1-yl]-N-(4-piperidinylmethyl)thiazolo[5,4-d]pyrimidine-2-carboxamide OCC1CN(C2=CC=CC=C12)C=1C2=C(N=CN1)SC(=N2)C(=O)NCC2CCNCC2